COC1=CC=C(OC2=CC=C(C(=O)NC3=CC(=NC=C3)C(=O)OC)C=C2)C=C1 Methyl 4-(4-(4-methoxyphenoxy)benzamido)picolinate